4-methoxyl-6-nitroquinolin-2(1H)-one O(C)C1=CC(NC2=CC=C(C=C12)[N+](=O)[O-])=O